C(C1=CC=CC=C1)OC1=C(C=CC(=C1)OCC1=CC=CC=C1)C1(COC1)N 3-(2,4-bis(benzyloxy)phenyl)oxetan-3-amine